N-(tert-butyl)-4-(5-methylfuran-2-yl)pyrazolo[1,5-a][1,3,5]triazin-2-amine C(C)(C)(C)NC1=NC=2N(C(=N1)C=1OC(=CC1)C)N=CC2